N-((1-(4-chlorophenyl)-1H-tetrazol-5-yl)methyl)-N-methylcyclohexanamine ClC1=CC=C(C=C1)N1N=NN=C1CN(C1CCCCC1)C